ClC(C)(CC)N=NC(C)(CC)Cl 2,2'-dichloro-2,2'-azobis-butane